BrC=1C=CC(=C(C1)C(C)(C)O)C 2-(5-bromo-2-methyl-phenyl)propan-2-ol